(2R)-2-(5-fluoro-2-methoxypyridin-4-yl)-1-[7-methyl-6-(1-methyl-1H-pyrazol-4-yl)-3,4-dihydro-1H-spiro[1,8-naphthyridine-2,3'-pyrrolidin]-1'-yl]propan-1-one FC=1C(=CC(=NC1)OC)[C@H](C(=O)N1CC2(CC1)NC1=NC(=C(C=C1CC2)C=2C=NN(C2)C)C)C